N-vinyl-2,2-dimethylpropionamide C(=C)NC(C(C)(C)C)=O